N-(4-(dimethylamino)butyl)-6-[131I]iodonicotinamide CN(CCCCNC(C1=CN=C(C=C1)[131I])=O)C